[2H]N[C@@H](CC1=CNC2=CC=CC=C12)C(=O)O deutero-tryptophane